4-amino-3-hydroxybenzenenitrile NC1=C(C=C(C=C1)C#N)O